2,2-dimethyl-1-(thiophen-2-yl)hex-5-en-1-one CC(C(=O)C=1SC=CC1)(CCC=C)C